BrC1=C(C=NNC1=O)N1[C@@H](CN(CC1)C(=O)OC(C)(C)C)C Tert-Butyl (3R)-4-(5-bromo-6-oxo-1,6-dihydropyridazin-4-yl)-3-methylpiperazine-1-carboxylate